5-ethoxy-2,8-dimethyl-1,4-dihydro-1,6-naphthyridine-3-formamide C(C)OC1=C2CC(=C(NC2=C(C=N1)C)C)C(=O)N